C(C)(C)(C)OC(=O)N1C(OC[C@@H]1COC(F)F)(C)C (4R)-4-(difluoromethoxymethyl)-2,2-dimethyl-oxazolidine-3-carboxylic acid tert-butyl ester